Cl.C(C1=CC=CC=C1)NO N-benzylhydroxylamine HCl